N'-((2S,3S)-2-(benzyloxy)-3-pentyl)formylhydrazine C(C1=CC=CC=C1)O[C@@H](C)[C@H](CC)C(=O)NN